4-(4-(((2-(2,6-dioxopiperidin-3-yl)-1,3-dioxoisoindolin-4-yl)oxy)methyl)piperidin-1-yl)benzoic acid O=C1NC(CCC1N1C(C2=CC=CC(=C2C1=O)OCC1CCN(CC1)C1=CC=C(C(=O)O)C=C1)=O)=O